4-(2,4-dimethylthiazol-5-yl)-2-((5-(4-methylpiperazin-1-yl)pyridin-2-yl)amino)pyrimidine-5-carbonitrile CC=1SC(=C(N1)C)C1=NC(=NC=C1C#N)NC1=NC=C(C=C1)N1CCN(CC1)C